C(CCCCCCCCCCCC=CCCCCCCCC)(=O)OCCCCCCCCCCCCCCCCCCC(CC)C 19-methylheneicosyl docos-13-enoate